4-ethoxy-2,3-difluoro-4'-propyl-biphenyl C(C)OC1=C(C(=C(C=C1)C1=CC=C(C=C1)CCC)F)F